(E)-2-(((2-butyl-7-fluorobenzo-[d]oxazol-6-yl)-oxy)methyl)-3-fluoroprop-2-en-1-amine C(CCC)C=1OC2=C(N1)C=CC(=C2F)OC\C(\CN)=C\F